(S)-1-(2-fluoro-5-(trifluoromethoxy)phenyl)ethan-1-amine HCl Cl.FC1=C(C=C(C=C1)OC(F)(F)F)[C@H](C)N